tert-butyl methyl(7-(methylsulfonyl)isochroman-4-yl)carbamate CN(C(OC(C)(C)C)=O)C1COCC2=CC(=CC=C12)S(=O)(=O)C